C(C)N(C(=O)C1=CC=C(CNC(=O)N2C=CC3=CC=CC=C23)C=C1)CC N-(4-(Diethylcarbamoyl)benzyl)-1H-indole-1-carboxamide